4-(2-chloro-pyrimidin-4-yl)benzoyl chloride ClC1=NC=CC(=N1)C1=CC=C(C(=O)Cl)C=C1